FCCN1N=CC2=CC(=CC=C12)/C=C/C=1SC2=C(N1)C=CC(=C2)O (E)-2-(2-(1-(2-fluoroethyl)-1H-indazol-5-yl)vinyl)benzo[d]thiazol-6-ol